3-amino-4-((4-((tert-butyldiphenylsilyl)oxy)phenethyl)amino)benzonitrile NC=1C=C(C#N)C=CC1NCCC1=CC=C(C=C1)O[Si](C1=CC=CC=C1)(C1=CC=CC=C1)C(C)(C)C